FC(C1=CC=C(S1)C=1C=C2C(=NC1)N(C(N2CC(=O)N(C)C)=O)C)F 2-[6-[5-(difluoromethyl)-2-thienyl]-3-methyl-2-oxo-imidazo[4,5-b]pyridin-1-yl]-N,N-dimethyl-acetamide